C(C=C)N1C=[N+](C=C1)CC=C 1,3-bis-2-propen-1-yl-1H-imidazolium